3-(4-methoxy-2-(methoxymethoxy)phenyl)-7-((2-methoxyethoxy)methoxy)chroman-4-one COC1=CC(=C(C=C1)C1COC2=CC(=CC=C2C1=O)OCOCCOC)OCOC